tetratrisphenylphosphine palladium [Pd].C1(=CC=CC=C1)P(C1=CC=CC=C1)C1=CC=CC=C1.C1(=CC=CC=C1)P(C1=CC=CC=C1)C1=CC=CC=C1.C1(=CC=CC=C1)P(C1=CC=CC=C1)C1=CC=CC=C1.C1(=CC=CC=C1)P(C1=CC=CC=C1)C1=CC=CC=C1